ethyl 2-((2-((4-methoxybenzyl) amino)-2-oxoethyl) thio)-1H-imidazole-4-carboxylate COC1=CC=C(CNC(CSC=2NC=C(N2)C(=O)OCC)=O)C=C1